N-[4-[2-chloro-3-(4-methylpiperazin-1-yl)phenoxy]-5-ethyl-6-(3-isopropoxyphenyl)pyrimidin-2-yl]-1-methyl-pyrazole-4-sulfonamide ClC1=C(OC2=NC(=NC(=C2CC)C2=CC(=CC=C2)OC(C)C)NS(=O)(=O)C=2C=NN(C2)C)C=CC=C1N1CCN(CC1)C